2-methyl-5-(3-methyl-2,3,4,5-tetrahydropyridin-6-yl)-1,3-benzothiazole CC=1SC2=C(N1)C=C(C=C2)C=2CCC(CN2)C